Cl.COC=1C=C2C=CC(=CC2=CC1)C(N)=N 6-methoxynaphthalene-2-carboximidamide hydrochloride